C(C=C(C)C)OC(C=C(C)C)OCC=C(C)C 3-methyl-2-buten-1-al-diprenyl acetal